The molecule is a hydroxyicosapentaenoic acid that consists of 5Z,8Z,11Z,13E,17Z-eicosapentaenoic acid bearing an additional 15-hydroxy substituent. It has a role as a mouse metabolite. It is a HEPE and a hydroxy polyunsaturated fatty acid. CC/C=C\\CC(/C=C/C=C\\C/C=C\\C/C=C\\CCCC(=O)O)O